FC1=C(CI)C=C(C(=C1)F)F 2,4,5-trifluorobenzyl iodide